(4-Methylpyrido[2,3-d]pyrimidin-2-yl)methyl methanesulfonate CS(=O)(=O)OCC=1N=C(C2=C(N1)N=CC=C2)C